BrC1=CC(=C(C(=O)Cl)C(=C1)Cl)Cl 4-Bromo-2,6-dichlorobenzoyl chloride